(R)-(4,5-dichloro-2-hydroxyphenyl)[1-(2-methoxyethanesulfonyl)piperidin-4-yl]amine ClC1=CC(=C(C=C1Cl)NC1CCN(CC1)S(=O)(=O)CCOC)O